N1C=CC2=CC(=CC=C12)NC(C1=CC=CC=C1)=O N-(1H-indol-5-yl)benzamide